diphenyl-(6-(pyrrolidin-1-yl)pyrene-1-yl)phosphine oxide C1(=CC=CC=C1)P(C1=CC=C2C=CC3=C(C=CC4=CC=C1C2=C34)N3CCCC3)(C3=CC=CC=C3)=O